N'-(4-bromophenyl)-4-(2,4-dioxopyrrolidin-3-ylidene)-4-(phenylamino)butyryl-hydrazine BrC1=CC=C(C=C1)NNC(CCC(NC1=CC=CC=C1)=C1C(NCC1=O)=O)=O